N-((3R,4S)-1-(2-amino-4-methyl-2-(trifluoromethyl)pentanoyl)-4-fluoropyrrolidin-3-yl)-5-(4-amino-5-(trifluoromethyl)pyrrolo[2,1-f][1,2,4]triazin-7-yl)-2-methoxynicotinamide NC(C(=O)N1C[C@H]([C@H](C1)F)NC(C1=C(N=CC(=C1)C1=CC(=C2C(=NC=NN21)N)C(F)(F)F)OC)=O)(CC(C)C)C(F)(F)F